C(C1=CC=CC=C1)OC1=CC(=C(C(=O)OCC2=CC=CC=C2)C(=C1)C(F)(F)F)O Benzyl 4-(benzyloxy)-2-hydroxy-6-(trifluoromethyl)benzoate